CC1(OCC(CO1)N1CCC2(CN(C2)C(=O)OC(C)(C)C)CC1)C tert-butyl 7-(2,2-Dimethyl-1,3-dioxan-5-yl)-2,7-diazaspiro[3.5]nonane-2-carboxylate